CC1=CC=C(C(=O)O[C@@H]2[C@](OC(C2)OC(C)=O)(COC(C2=CC=C(C=C2)C)=O)C#C)C=C1 (2R,3S)-5-acetoxy-2-ethynyl-2-(((4-methylbenzoyl)oxy)methyl)tetrahydrofuran-3-yl 4-methylbenzoate